2-nitro-2-azaadamantane-4,6,8-triol trinitrate [N+](=O)([O-])OC1C2N(C3C(C(C(C1C3)O[N+](=O)[O-])C2)O[N+](=O)[O-])[N+](=O)[O-]